diisopropyl-sulphenamide C(C)(C)N(S)C(C)C